tert-butyl (4R)-4-(7-[4-[(dimethylamino)methyl]-3,5-dimethoxyphenyl]-5-methyl-4-oxothieno[3,2-c]pyridine-2-amido)-3,3-difluoropiperidine-1-carboxylate CN(C)CC1=C(C=C(C=C1OC)C=1C2=C(C(N(C1)C)=O)C=C(S2)C(=O)N[C@H]2C(CN(CC2)C(=O)OC(C)(C)C)(F)F)OC